NC1=C(C(N(C2=CC(=CC=C12)OC(F)(F)F)C1=C2C=CN=C(C2=CC=C1)O)=O)C(=O)OC methyl 4-amino-1-(1-hydroxyisoquinolin-5-yl)-2-oxo-7-(trifluoromethoxy)-1,2-dihydroquinoline-3-carboxylate